triphenylsulfonium tetrafluoroborate salt F[B-](F)(F)F.C1(=CC=CC=C1)[S+](C1=CC=CC=C1)C1=CC=CC=C1